CSC1=NC=C(C=N1)C=1N=NN(C1)CCOCCOCCOCCOCCOCCOCCOCCOCCOCC(=O)NCC(=O)NCC(=O)N[C@@H](CC1=CC=CC=C1)C(=O)O (29-(4-(2-(Methylthio)pyrimidin-5-yl)-1H-1,2,3-triazol-1-yl)-3,6,9,12,15,18,21,24,27-nonaoxanonacosanoyl)glycylglycyl-L-phenylalanine